glycerol tris(2-methyl-iodopropionate) CC(C(=O)OCC(OC(C(C)(C)I)=O)COC(C(C)(C)I)=O)(C)I